C(=CCC)C(=O)C1=CC=CC=C1 phenyl butenyl ketone